COC1=C(C(=NC=2N1N=C(C2C2=CC=CC=C2)C2=CC=CC=C2)NC2=NC=NC(=C2)N)C2=CC=C(C=C2)OC N4-(7-methoxy-6-(4-methoxyphenyl)-2,3-diphenylpyrazolo[1,5-a]pyrimidin-5-yl)pyrimidine-4,6-diamine